N-(5-fluoro-4-((2-methoxy-3-(1-methyl-1H-1,2,4-triazol-3-yl)phenyl)amino)-6-methylquinolin-2-yl)cyclopropanecarboxamide FC1=C2C(=CC(=NC2=CC=C1C)NC(=O)C1CC1)NC1=C(C(=CC=C1)C1=NN(C=N1)C)OC